(S)-(3-(2-((2-fluoro-3-hydroxypropyl)amino)-5-(trifluoromethyl)pyrimidin-4-yl)-1H-indol-7-yl)dimethylphosphine oxide F[C@@H](CNC1=NC=C(C(=N1)C1=CNC2=C(C=CC=C12)P(C)(C)=O)C(F)(F)F)CO